ClC=1C=CC2=C(N=C(O2)C2CC3(CC(C3)NC(=O)C=3OC(=CC3)S(=O)(=O)CC(C)C)C2)C1 N-[6-(5-chloro-1,3-benzoxazol-2-yl)spiro[3.3]heptan-2-yl]-5-isobutylsulfonyl-furan-2-carboxamide